bromo-6-chloro-4-(2,2-difluoroethoxy)pyridazine BrC=1N=NC(=CC1OCC(F)F)Cl